(E)-2-(2-((2-(3-bromo-4-methoxyphenylvinyl)-5-methylbenzo[d]thiazol-6-yl)amino)ethoxy)ethane-1-ol BrC=1C=C(C=CC1OC)/C=C/C=1SC2=C(N1)C=C(C(=C2)NCCOCCO)C